C=CCN1CN(C=C1)C 1-(prop-1-en-3-yl)-3-methylimidazole